6-amino-4-((2-methoxyphenyl)amino)-N-methyl-N-phenylpyridinamide NC1=CC(=CC(=N1)C(=O)N(C1=CC=CC=C1)C)NC1=C(C=CC=C1)OC